3-(Dibutylamino)propane-1-sulfonic acid C(CCC)N(CCCS(=O)(=O)O)CCCC